2-(dimethylaminomethyldimethoxysilyl)styrene CN(C)C[Si](C1=C(C=C)C=CC=C1)(OC)OC